4-methyl-5-{3-methyl-7-[6-(4-methyl-piperazin-1-yl)-pyridazin-3-ylamino]-3H-imidazo[4,5-b]pyridin-5-yloxy}-pyridine-2-carbonitrile CC1=CC(=NC=C1OC1=CC(=C2C(=N1)N(C=N2)C)NC=2N=NC(=CC2)N2CCN(CC2)C)C#N